FC(C1=NN=C(O1)C=1C=CC(=NC1)CN1C(N(C2=C1C=CC=C2)CCN(C)C)=O)F 1-((5-(5-(difluoromethyl)-1,3,4-oxadiazole-2-yl)pyridine-2-yl)methyl)-3-(2-(dimethylamino)ethyl)-1,3-dihydro-2H-benzo[d]imidazole-2-one